CC1(NC(CC(C1)O)(C)C)C1CCCCC1 2-methyl-2-cyclohexyl-6,6-dimethyl-4-piperidinol